CN1CCN(CC1)C1=CC=2NC3N(CCNC3)C2N=C1 3-(4-methylpiperazin-1-yl)-5a,6,8,9-tetrahydropyrido[3',2':4,5]imidazo[1,2-a]pyrazin